N-(1-(2-Chlorothiazol-5-yl)ethyl)-N-ethyl-2-methylpropane-2-sulfinamide ClC=1SC(=CN1)C(C)N(S(=O)C(C)(C)C)CC